C(=O)(C=C)N1C2(C3=CC=CC=C3CC1)CCCCC2 acryl-2',3'-dihydro-4'H-spiro[cyclohexane-1,1'-isoquinoline]